(1S,4E,6R)-6-({[(2,5-Dioxopyrrolidin-1-yl)oxy]carbonyl}oxy)-1-hydroxycyclooct-4-ene-1-carboxylate O=C1N(C(CC1)=O)OC(=O)O[C@H]1/C=C/CC[C@](CC1)(C(=O)[O-])O